C1(=CC=C(C=C1)NC1=CC=CC2=C1SC1=C2C=CC=C1)C1=CC=CC=C1 N-[1,1'-biphenyl]-4-yl-dibenzothiophen-4-amine